3-(3-thienyl)propionic acid S1C=C(C=C1)CCC(=O)O